C(=O)(O)C1=CC=C(C[C@H](N)C(=O)O)C=C1 para-carboxy-phenylalanine